C(CC(O)(C(=O)[O-])CC(=O)[O-])(=O)OCC(O)CO monoglyceryl citrate